methyl 5-chloro-2-((4-fluoro-2-formylphenyl) amino)-4-(trifluoromethyl)-benzoate ClC=1C(=CC(=C(C(=O)OC)C1)NC1=C(C=C(C=C1)F)C=O)C(F)(F)F